C1(CC1)OC=1C(=CC2=CN(N=C2C1)[C@@H]1C[C@](CCC1)(C)O)C(=O)OC |r| rac-Methyl 6-cyclopropoxy-2-((1S,3R)-3-hydroxy-3-methylcyclohexyl)-2H-indazole-5-carboxylate